{1-[4-(6-cyclobutoxy-4-trifluoromethyl-pyridin-2-yl)-2,6-difluoro-phenyl]-piperidin-4-yl}-acetic acid C1(CCC1)OC1=CC(=CC(=N1)C1=CC(=C(C(=C1)F)N1CCC(CC1)CC(=O)O)F)C(F)(F)F